8-isobutyl-2-(methylsulfinyl)-7-oxo-7,8-dihydropyrido[2,3-d]pyrimidine-6-carbonitrile C(C(C)C)N1C(C(=CC2=C1N=C(N=C2)S(=O)C)C#N)=O